(E)-2-methyl-propan-2-ol CC(C)(C)O